tert-butyl 2-[2-[2-[2-[2-[2-(2-bromoethoxy)ethoxy]ethoxy]ethoxy]ethoxy]ethoxy]acetate BrCCOCCOCCOCCOCCOCCOCC(=O)OC(C)(C)C